2-decyldodecyl 8-oxopentadecanoate O=C(CCCCCCC(=O)OCC(CCCCCCCCCC)CCCCCCCCCC)CCCCCCC